FC(OC1=CC=C(C=C1)S(=O)(=O)N1CCC2(CCC(C2)=O)CC1)F 8-((4-(difluoromethoxy)phenyl)sulfonyl)-8-azaspiro[4.5]decan-2-one